dibromoferrocene C1=C[C-](C=C1)Br.C1=C[C-](C=C1)Br.[Fe+2]